C(C)(C)(C)OC(=O)N1CCN(CC1)CC1=CC=C(C=C1)CN(CC(=O)OCC)C1=NC(=NC(=C1C=O)Cl)OCCCC 4-(4-(((2-Butoxy-6-chloro-5-formylpyrimidin-4-yl)(2-ethoxy-2-oxoethyl)amino)methyl)benzyl)piperazine-1-carboxylic acid tert-butyl ester